[N+](=O)([O-])C1=CC=CC2=N[Se]N=C21 4-nitro-2,1,3-benzoselenadiazole